4,5-difluoro-2-methyl-Oxyphenylboronic acid FC1=CC(=C(C=C1F)B(O)O)OC